N-(3,5-difluoro-4-(4-(4-methylpiperazin-1-yl)piperidin-1-yl)phenyl)-4-(5-phenyl-4,5-dihydro-1H-pyrazol-1-yl)thieno[3,2-d]pyrimidin-2-amine FC=1C=C(C=C(C1N1CCC(CC1)N1CCN(CC1)C)F)NC=1N=C(C2=C(N1)C=CS2)N2N=CCC2C2=CC=CC=C2